7-(5-(5-(8-acetyl-3,8-diazabicyclo[3.2.1]octan-3-yl)-1,3,4-thiadiazol-2-yl)-4-((3-methyloxetan-3-yl)amino)pyridin-2-yl)pyrrolo[1,2-b]pyridazine-3-carbonitrile C(C)(=O)N1C2CN(CC1CC2)C2=NN=C(S2)C=2C(=CC(=NC2)C2=CC=C1N2N=CC(=C1)C#N)NC1(COC1)C